C(C1=CC=CC=C1)OC(NCCN(C=1C=NN(C1)C)S(=O)(=O)NC(CC1=C2CCCC2=CC=2CCCC12)=O)=O [2-({[2-(1,2,3,5,6,7-hexahydro-s-indacen-4-yl)acetamido]Sulfonyl}(1-methyl-1H-pyrazol-4-yl)amino)ethyl]Carbamic acid benzyl ester